C(C)(C)(C)OC(=O)N1C[C@H](CC1)C1=NC=C2N1C=CN=C2Cl (3S)-3-{8-chloroimidazo[1,5-a]pyrazin-3-yl}pyrrolidine-1-carboxylic acid tert-butyl ester